C(C)(C)(C)OC(=O)N1CCC(=CC1)C=1C(=CC=2N=CN=C(C2N1)NC1=CC(=C(C=C1)OC1=CC=2N(C=C1)N=CN2)C)OC.CC(C(C)=O)CC(C)C 3,5-dimethyl-hexanone tert-butyl-4-(4-((4-([1,2,4]triazolo[1,5-a]pyridin-7-yloxy)-3-methylphenyl)amino)-7-methoxypyrido[3,2-d]pyrimidin-6-yl)-3,6-dihydropyridine-1(2H)-carboxylate